C(C)(C)C1=C(NC2=CC=C(C=C12)C1CCN(CC1)C1COC1)C1=CC=2N(C=C1)C=NN2 7-(3-isopropyl-5-(1-(oxetan-3-yl)piperidin-4-yl)-1H-indol-2-yl)-[1,2,4]triazolo[4,3-a]pyridine